2-(2-chlorophenyl)-N-{4-[2-(propan-2-yloxy)pyrimidin-5-yl]-3-sulfamoylphenyl}acetamide ClC1=C(C=CC=C1)CC(=O)NC1=CC(=C(C=C1)C=1C=NC(=NC1)OC(C)C)S(N)(=O)=O